N-(5-(5-chlorothiophen-2-yl)-4-cyclobutyl-1-methyl-1H-pyrazol-3-yl)-6,6-difluorospiro[3.3]heptane-2-carboxamide ClC1=CC=C(S1)C1=C(C(=NN1C)NC(=O)C1CC2(C1)CC(C2)(F)F)C2CCC2